tert-butyl 6-[(7-chloro-2-methyl-1-oxo-isoindolin-4-yl)-hydroxy-methyl]-2-azaspiro[3.3]heptane-2-carboxylate ClC=1C=CC(=C2CN(C(C12)=O)C)C(C1CC2(CN(C2)C(=O)OC(C)(C)C)C1)O